CC1=C2C(=C(NC2=CC(=C1)C)C1=CC=C(C=C1)F)C=O 4,6-DIMETHYL-2-(4-FLUOROPHENYL)-1H-INDOLE-3-CARBOXALDEHYDE